7-methoxy-6-[3-(morpholin-4-yl)propoxy]-N-(propan-2-yl)-1,2,3,4-tetrahydroacridin COC1=C(C=C2N(C3CCCCC3=CC2=C1)C(C)C)OCCCN1CCOCC1